FC=1C=C(C(=NC1NC1=CC2=C(N(C(N2C[C@@H]2CNC(O2)=O)=O)C)C=C1)N1C[C@@H](C([C@@H](C1)C)F)C)C#N 5-fluoro-2-[(3S,4S,5R)-4-fluoro-3,5-dimethyl-1-piperidinyl]-6-[[1-methyl-2-oxo-3-[[(5S)-2-oxooxazolidin-5-yl]methyl]benzimidazol-5-yl]amino]pyridin-3-carbonitrile